[Si].[Ca].[Fe] iron-calcium-silicon